1-(5-((2,3-dichlorophenyl)thio)-6-methylpyrazin-2-yl)-1,4-diazepan ClC1=C(C=CC=C1Cl)SC=1N=CC(=NC1C)N1CCNCCC1